NC1=CC(=C(ON2C(N(C=3C2=NC=CC3)C3CCCC3)=O)C=C1)F (4-amino-2-fluorophenoxy)-1-cyclopentyl-1,3-dihydro-2H-imidazo[4,5-b]pyridin-2-one